Tert-butyl (1R,4S)-1-((benzyloxy) methyl)-6-oxo-2,5-diazabicyclo[2.2.1]heptane-2-carboxylate C(C1=CC=CC=C1)OC[C@@]12N(C[C@@H](NC1=O)C2)C(=O)OC(C)(C)C